C(C)(C)(C)OC(NC1CC=C(CC1)C=1N(C2=CC(=C(C=C2C1)F)C#N)C1CC1)=O (4-(6-cyano-1-cyclopropyl-5-fluoro-1H-indol-2-yl)cyclohex-3-en-1-yl)carbamic acid tert-butyl ester